C(=O)O.ClC=1C(=C(C=CC1)C#CC=1N(C(=C(N1)C(=O)N)C=1C=NC=CC1)C)C 2-[2-(3-Chloro-2-methyl-phenyl)ethynyl]-1-methyl-5-(3-pyridinyl)imidazole-4-carboxamide formate salt